C(C)(C)OC1=NC=C(C(=N1)OC(C)C)B(O)O 2,4-DIISOPROPOXYPYRIMIDIN-5-YLBORONIC ACID